trans-1,2-cyclohexanedicarboxylate [C@@H]1([C@@H](CCCC1)C(=O)[O-])C(=O)[O-]